4-(2-(6-methyl-7-oxo-6,7-dihydro-1H-pyrrolo[2,3-c]pyridin-4-yl)-4-nitrophenoxy)benzaldehyde CN1C(C2=C(C(=C1)C1=C(OC3=CC=C(C=O)C=C3)C=CC(=C1)[N+](=O)[O-])C=CN2)=O